5-(((S)-1,1,1-trifluoropropan-2-yl)oxy)pyridol-3,4-d FC([C@H](C)OC=1C(=C(C(=NC1)O)[2H])[2H])(F)F